N=1C=NN2C1C=C(C=C2)OC2=C(C=C(C=C2)NC2=NC=NC1=CC=C3C(=C21)OC[C@H]2OCCN3C2)C (3S)-N-(4-([1,2,4]triazolo[1,5-a]pyridin-7-yloxy)-3-methylphenyl)-2,3,5,6-tetrahydro-3,7-methano[1,4,7]dioxazonino[5,6-f]quinazolin-13-amine